2-Oxo-N-[(pyrimidin-2-yl)methyl]-1-[cis-4-[(3-methoxy-4-methylphenyl)carbamoyl]cyclohexyl]-2,3-dihydro-1H-1,3-benzodiazole-4-carboxamide O=C1NC2=C(N1[C@@H]1CC[C@@H](CC1)C(NC1=CC(=C(C=C1)C)OC)=O)C=CC=C2C(=O)NCC2=NC=CC=N2